(R)-2-((tert-butoxycarbonyl)amino)-2-cyclopentylacetic acid C(C)(C)(C)OC(=O)N[C@@H](C(=O)O)C1CCCC1